3-[5-benzyloxy-1-(4-fluoro-3-methyl-phenyl)-2-isopropyl-indol-3-yl]-2-methoxy-2-methyl-propionic acid methyl ester COC(C(CC1=C(N(C2=CC=C(C=C12)OCC1=CC=CC=C1)C1=CC(=C(C=C1)F)C)C(C)C)(C)OC)=O